2-(4,5-dimethyl-1H-imidazol-2-yl)-N-hydroxyisoindoline-4-carboxamide CC=1N=C(NC1C)N1CC=2C=CC=C(C2C1)C(=O)NO